(R)-N-(1-(2-chloro-6-fluorophenyl)-1,4,5,7-tetrahydropyrano[3,4-c]pyrazol-4-yl)-4,5-dimethylpicolinamide ClC1=C(C(=CC=C1)F)N1N=CC2=C1COC[C@@H]2NC(C2=NC=C(C(=C2)C)C)=O